ClC1=CC(=C(N=N1)NC(CO)(C)C)C(=O)N[C@H](C)C1=C(C(=CC=C1)C(F)(F)F)F 6-chloro-N-[(1R)-1-[2-fluoro-3-(trifluoromethyl)phenyl]ethyl]-3-[(2-hydroxy-1,1-dimethyl-ethyl)amino]pyridazine-4-carboxamide